COC1=CC=C(N=N1)C(=O)N1CC2(CC1)C=C(C(C(C2)(C)C)=O)C#N 2-(6-methoxypyridazine-3-carbonyl)-9,9-dimethyl-8-oxo-2-azaspiro[4.5]dec-6-ene-7-carbonitrile